FC1=CC(=NN1C)NC(=O)C=1C(=CC=2N(C1)C=C(N2)[C@]21CO[C@](CC2)(C1)C)OC(C)C N-(5-fluoro-1-methyl-1H-pyrazol-3-yl)-7-isopropoxy-2-((1R,4S)-1-methyl-2-oxabicyclo[2.2.1]hept-4-yl)imidazo[1,2-a]pyridine-6-carboxamide